N-(2,2'-dichloro-3'-(5-formyl-6-methoxypyridin-2-yl)-[1,1'-biphenyl]-3-yl)-1,3-dimethyl-2,4-dioxo-1,2,3,4-tetrahydropyrimidine-5-carboxamide ClC1=C(C=CC=C1NC(=O)C=1C(N(C(N(C1)C)=O)C)=O)C1=C(C(=CC=C1)C1=NC(=C(C=C1)C=O)OC)Cl